cerium tetra(isopropoxide) CC([O-])C.CC([O-])C.CC([O-])C.CC([O-])C.[Ce+4]